2-(5-Fluoro-3-pyridyl)-8-[(1S)-1-hydroxyethyl]-3,6-dimethyl-chromen-4-one FC=1C=C(C=NC1)C=1OC2=C(C=C(C=C2C(C1C)=O)C)[C@H](C)O